ClC1=C(C=CC(=C1)C)C=1N=C(N2C1OC=C2)C2=CC=C(C#N)C=C2 4-(7-(2-chloro-4-methylphenyl)imidazo[5,1-b]oxazol-5-yl)benzonitrile